C(CCCC)N(C(=O)OC(C(C(C(C(CCCCCCC)(F)F)(F)F)(F)F)(F)F)(F)F)C1=NC(=CC=C1)CO\N=C(\C1=CC=CC=C1)/C1=NN=NN1C decafluorododecanol pentyl-N-[6-[[(Z)-[(1-methyltetrazol-5-yl)-phenyl-methylene]amino]oxymethyl]-2-pyridyl]carbamate